C[C@@](C(=O)O)(C1=CC=CC=C1)SC1=CC(=CC=C1)F methyl-(S)-2-((3-fluorophenyl)sulfanyl)-2-phenylacetic acid